P(=O)(O)(O)O.COC(CC(=O)O)(OC)OC.COC(CC(=O)O)(OC)OC.C(C)(=O)OC(OC(C)=O)[SiH2]C#C diacetoxymethyl-ethynyl-silane bis(trimethoxy propionate) phosphate